S1N=CC=C1CO isothiazol-5-ylmethanol